butyl-1-((1-(4-((2,6-dioxopiperidin-3-yl)amino)-2-fluorophenyl)piperidin-4-yl)methyl)piperidine-4-carboxylate C(CCC)OC(=O)C1CCN(CC1)CC1CCN(CC1)C1=C(C=C(C=C1)NC1C(NC(CC1)=O)=O)F